ClC1=CC=C2COCC2=C1 6-chloro-1,3-dihydroisobenzofuran